6-(5-chloro-2-fluorophenyl)-3-{7-oxo-6-oxa-2-azaspiro[3.4]octan-2-yl}pyridazine-4-carboxylic acid trifluoroacetic acid salt FC(C(=O)O)(F)F.ClC=1C=CC(=C(C1)C1=CC(=C(N=N1)N1CC2(C1)COC(C2)=O)C(=O)O)F